O=C1CC(N(C2=C(N1)C=1CCCCC1C=C2)C2=CC=C(C=C2)NS(=O)(=O)C2=C(C=CC=C2)[N+](=O)[O-])=O N-[4-(2,4-dioxo-1,2,3,4,8,9,10,11-octahydronaphtho[1,2-b][1,4]diazepin-5-yl)phenyl]-2-nitrobenzenesulfonamide